NC1=C(SC=2N=C(SC21)C)C(=O)NC2CC=1C=CC(=NC1CC2)N2CC1(C(C2)N)OCCCC1 6-amino-N-(2-{4-amino-6-oxa-2-azaspiro[4.5]decan-2-yl}-5,6,7,8-tetrahydroquinolin-6-yl)-2-methylthieno[2,3-d][1,3]thiazole-5-carboxamide